C(C=C)(=O)N1C[C@@H](CC1)N1C(N(C=2C=NC=CC21)C2=CC=C(C=C2)OC2=CC=C(C=C2)OC)=O (R)-1-(1-acryloylpyrrolidin-3-yl)-3-(4-(4-methoxyphenoxy)phenyl)-1H-imidazo[4,5-c]pyridin-2(3H)-one